tert-butyl 4-[(2E)-3-(2,2-difluoro-2H-1,3-benzodioxol-5-yl)prop-2-enoyl]piperazine-1-carboxylate FC1(OC2=C(O1)C=CC(=C2)/C=C/C(=O)N2CCN(CC2)C(=O)OC(C)(C)C)F